(5aS,6R,11bS)-14-(cyclopropylmethyl)-10-methoxy-3-phenethyl-2,3,4,5,6,7-hexahydro-6,11b-(epiminoethano)naphtho[1,2-d]Azepin-5a(1H)-ol C1(CC1)CN1CC[C@]23CCN(CC[C@]2([C@H]1CC1=CC=C(C=C13)OC)O)CCC1=CC=CC=C1